(3-chloro-5-(methylsulfonylamino)phenyl)-5-methyl-1-(pyridin-2-yl)-1H-pyrrole-3-carboxamide ClC=1C=C(C=C(C1)NS(=O)(=O)C)C=1N(C(=CC1C(=O)N)C)C1=NC=CC=C1